4-(4-methylphenyl)-2,6-bis(4-aminophenyl)pyridine CC1=CC=C(C=C1)C1=CC(=NC(=C1)C1=CC=C(C=C1)N)C1=CC=C(C=C1)N